3-(4-hydroxy-1-methyl-pent-2-ynoxy)propanenitrile OC(C#CC(OCCC#N)C)C